C1(CC1)C1=C(C(=NO1)C1=C(C=CC=C1Cl)Cl)CO[C@@H]1[C@H]2CN([C@@H](C1)C2)C=2SC1=C(N2)C(=CC(=C1)C(=O)OC)OC |r| Methyl 2-((1RS,4RS,5SR)-5-((5-cyclopropyl-3-(2,6-dichlorophenyl)isoxazol-4-yl)methoxy)-2-azabicyclo[2.2.1]heptan-2-yl)-4-methoxybenzo[d]thiazole-6-carboxylate